FC1=CC=C(C=C1)N1N=NC=2[C@@H](N([C@H](CC21)C)C=O)C (4S,6S)-1-(4-fluorophenyl-4,6-dimethyl-6,7-dihydro-1H-[1,2,3]triazolo[4,5-c]pyridin-5(4H)-yl)methanone